2-(4-(((Cyclopropylmethyl)amino)methyl)-6-methylpyridin-2-yl)-6-(4-methoxy-2-(4-methyl-4H-1,2,4-triazol-3-yl)phenyl)isoindolin-1-one C1(CC1)CNCC1=CC(=NC(=C1)C)N1C(C2=CC(=CC=C2C1)C1=C(C=C(C=C1)OC)C1=NN=CN1C)=O